C12CN(CC2C1)C=1C=2C(C(=NN1)N[C@H](C)C=1C(=C(C#N)C=CC1)C)=CN(C(C2)=O)C2CC2 3-((1R)-1-((1-(3-azabicyclo[3.1.0]hexane-3-yl)-6-cyclopropyl-7-oxo-6,7-dihydropyrido[3,4-d]pyridazin-4-yl)amino)ethyl)-2-methylbenzonitrile